9-isopropylpyrido[2,3-b]phenazine-5,12-dione C(C)(C)C1=CC=C2N=C3C(C4=C(C(C3=NC2=C1)=O)N=CC=C4)=O